5-(3-ethoxyphenoxy)carbonylamino-3-(1-propylpiperidin-4-yl)-1H-indole C(C)OC=1C=C(OC(=O)NC=2C=C3C(=CNC3=CC2)C2CCN(CC2)CCC)C=CC1